N-Dodecyl-pyrrolidone C(CCCCCCCCCCC)N1C(CCC1)=O